tert-butyl (5-((3-(chlorosulfonyl)-6-methyl pyridin-2-yl)oxy)pentyl)(4,4-difluorocyclohexyl)carbamate ClS(=O)(=O)C=1C(=NC(=CC1)C)OCCCCCN(C(OC(C)(C)C)=O)C1CCC(CC1)(F)F